tert-butyl N-[trans-4-[[(6Z)-4-amino-6-methoxyimino-5,5-dimethyl-benzo[h]quinazolin-8-yl]-methyl-amino]cyclohexyl]carbamate NC1=NC=NC=2C3=C(\C(\C(C12)(C)C)=N/OC)C=C(C=C3)N([C@@H]3CC[C@H](CC3)NC(OC(C)(C)C)=O)C